C12CNCC2C1OC1=NC(=CC(=C1)C(C)(C)N)CC1=CC=C(C=C1)F 2-(2-((3-azabicyclo[3.1.0]hexan-6-yl)oxy)-6-(4-fluorobenzyl)pyridin-4-yl)propan-2-amine